3-methoxy-4-(3-morpholin-4-ylpropoxy)-2-nitrobenzonitrile COC=1C(=C(C#N)C=CC1OCCCN1CCOCC1)[N+](=O)[O-]